palmitoyl glyceryl-carboxylate C(C(O)CO)C(=O)OC(CCCCCCCCCCCCCCC)=O